ClC1=NNC2=CC(=C(C=C12)F)/C=C/C(=O)NC1=C(C=CC(=C1C)F)CCC(=O)O (E)-3-(2-(3-(3-chloro-5-fluoro-1H-indazol-6-yl)acrylamido)-4-fluoro-3-methylphenyl)propanoic acid